COS(=O)(=O)[O-].OCC[NH3+] 2-hydroxyethyl-ammonium methylsulfate